2-(allyloxy)-3,5,6-trichlorobenzaldehyde C(C=C)OC1=C(C=O)C(=C(C=C1Cl)Cl)Cl